C12COCC(CC1)N2C2=C(CN1CCCC13CCN(CC3)C(=O)N3N=C(C=C3)C(=O)O)C=CC(=C2)C(F)(F)F 1-(1-(2-(3-oxa-8-azabicyclo[3.2.1]octan-8-yl)-4-(trifluoromethyl)benzyl)-1,8-diazaspiro[4.5]decane-8-carbonyl)-1H-pyrazole-3-carboxylic acid